((5-chloro-4-(1-(2-hydroxy-2-methylpropyl)-1H-pyrazol-4-yl)pyrimidin-2-yl)amino)-3-methoxybenzenesulfonamide ClC=1C(=NC(=NC1)NC1=C(C=CC=C1OC)S(=O)(=O)N)C=1C=NN(C1)CC(C)(C)O